4,5-dichloro-N-(5-chloro-1H-pyrrolo[3,2-b]pyridin-3-yl)-1H-benzo[d]imidazol-2-amine ClC1=C(C=CC=2NC(=NC21)NC2=CNC=1C2=NC(=CC1)Cl)Cl